N-((1-(2,4-difluorobenzyl)spiro[2.2]pentan-1-yl)methyl)-5-oxo-4,5-dihydro-1,2,4-oxadiazole-3-carboxamide FC1=C(CC2(CC23CC3)CNC(=O)C3=NOC(N3)=O)C=CC(=C1)F